S1C(=NC2=C1C=CC=C2)CNC2=CC(=NC=1N2N=CC1C(C)C)Cl N-(Benzo[d]thiazol-2-ylmethyl)-5-chloro-3-isopropylpyrazolo[1,5-a]pyrimidin-7-amine